C(C)(=O)OCOC(CN(C1=C(C=C(C=C1)C1=C2C=CC(C=C2OC=2C=C(C=CC12)OCOC(C)=O)=O)OCCOC1=C(C=CC=C1)N(CC(OCOC(C)=O)=O)CC(=O)OCOC(C)=O)CC(=O)OCOC(C)=O)=O acetyloxymethyl 2-[N-[2-(acetyloxymethoxy)-2-oxoethyl]-4-[3-(acetyloxymethoxy)-6-oxoxanthen-9-yl]-2-[2-[2-[bis[2-(acetyloxymethoxy)-2-oxoethyl]amino]phenoxy]ethoxy]anilino]acetate